C(C1=CC=CC=C1)N(S(=O)(=O)C=1C=CC2=C(C=CO2)C1)C#CC=1C(=C(C(=O)OC)C=CC1)N1C=CC=C1 Methyl 3-((N-benzylbenzofuran-5-sulfonamido)ethynyl)-2-(1H-pyrrol-1-yl)benzoate